dihydroxy-5β-cholan-24-oic acid OC(C(=O)O)(C[C@@H](C)[C@H]1CC[C@H]2[C@@H]3CC[C@@H]4CCCC[C@]4(C)[C@H]3CC[C@]12C)O